C(C(=C)C)(=O)OCC1=CC=CS1 Thenyl methacrylate